6-(4-chloro-3-fluoro-phenyl)-3-[5-(4-pyridyl)-2-(2-trimethylsilylethoxymethyl)-1,2,4-triazol-3-yl]-1,3-oxazinan-2-one ClC1=C(C=C(C=C1)C1CCN(C(O1)=O)C=1N(N=C(N1)C1=CC=NC=C1)COCC[Si](C)(C)C)F